CNC(=O)C1=NNC2=CC(=CC=C12)C1CN(CCC1)C(NCCC(C)C1=CC=CC=C1)=O n-methyl-6-{1-[(3-phenylbutyl)carbamoyl]piperidin-3-yl}-1H-indazole-3-carboxamide